C1(CC1)C=1C=CC=C2N=CC(=NC12)C=1C=NN(C1)CCCCCCNC1=C2C(N(C(C2=CC=C1)=O)C1C(NC(CC1)=O)=O)=O ((6-(4-(8-Cyclopropylquinoxalin-2-yl)-1H-pyrazol-1-yl)hexyl)amino)-2-(2,6-dioxopiperidin-3-yl)isoindoline-1,3-dione